tert-butyl (tert-butoxycarbonyl)(((1R,5S,6r)-3-(5-(3-cyano-6-(2-hydroxy-2-methylpropoxy)pyrazolo[1,5-a]pyridin-4-yl)pyrazin-2-yl)-3-azabicyclo[3.1.0]hexan-6-yl)methyl)carbamate C(C)(C)(C)OC(=O)N(C(OC(C)(C)C)=O)CC1[C@H]2CN(C[C@@H]12)C1=NC=C(N=C1)C=1C=2N(C=C(C1)OCC(C)(C)O)N=CC2C#N